O1CCN(CC1)C1CCN(CC1)N1N=CC2=CC=C(C=C12)N (4-morpholino-1-piperidinyl)-1H-indazol-6-amine